C1(CC1)[C@]1(C(N(C[C@H]1C)C1=CNC2=NC=C(C=C21)C=2C=NN(C2)C)=O)C#N (3R,4S)-3-cyclopropyl-4-methyl-1-(5-(1-methyl-1H-pyrazol-4-yl)-1H-pyrrolo[2,3-b]pyridin-3-yl)-2-oxopyrrolidine-3-carbonitrile